2-chloro-N-(2-hydroxy-2-methyl-propyl)acetamide ClCC(=O)NCC(C)(C)O